ClC(C1=NC(=NO1)C=1C=NC(=NC1)NC1(CCC1)C1=NC=CC=C1)(F)F 5-{5-[chloro(difluoro)methyl]-1,2,4-oxadiazol-3-yl}-N-[1-(pyridin-2-yl)cyclobutyl]pyrimidin-2-amine